N-(1-(tert-butyl)-5-((1s,4s)-4-hydroxycyclohexyl)-1H-pyrazol-3-yl)-2-(3-methylisoxazol-5-yl)acetamide C(C)(C)(C)N1N=C(C=C1C1CCC(CC1)O)NC(CC1=CC(=NO1)C)=O